(3R)-4-(5-bromo-3-methyl-2-pyridinyl)-3-methyl-morpholine BrC=1C=C(C(=NC1)N1[C@@H](COCC1)C)C